2-(4-((4-(3-((1s,4s)-2,5-diazabicyclo[2.2.1]heptan-2-yl)phenyl)-1H-1,2,3-triazol-1-yl)methyl)-3-fluorophenyl)-5-(difluoromethyl)-1,3,4-oxadiazole [C@@H]12N(C[C@@H](NC1)C2)C=2C=C(C=CC2)C=2N=NN(C2)CC2=C(C=C(C=C2)C=2OC(=NN2)C(F)F)F